O1CCC(CC1)CC(=O)Cl 2-(tetrahydro-2H-pyran-4-yl)acetyl chloride